6-(5-(1'-isopropyl-[1,4'-bipiperidin]-4-yl)-3-methyl-1H-indol-2-yl)-9-methyl-9H-purine C(C)(C)N1CCC(CC1)N1CCC(CC1)C=1C=C2C(=C(NC2=CC1)C1=C2N=CN(C2=NC=N1)C)C